[Si](C1=CC=CC=C1)(C1=CC=CC=C1)(C(C)(C)C)OC[C@@H]1N(C[C@@](C1)(C)O)C(=O)OC(C)(C)C tert-Butyl (2R,4S)-2-(((tert-butyldiphenylsilyl)oxy)methyl)-4-hydroxy-4-methylpyrrolidine-1-carboxylate